5-(3-Chloro-6-(4-chloro-1H-1,2,3-triazol-1-yl)-2-fluorophenyl)-2-((1S*,2R*)-1-(2-(difluoromethyl)-1'H,2H-[3,4'-bipyrazol]-1'-yl)-2-hydroxy-2-phenylethyl)pyridine 1-oxide ClC=1C(=C(C(=CC1)N1N=NC(=C1)Cl)C=1C=CC(=[N+](C1)[O-])[C@@H]([C@@H](C1=CC=CC=C1)O)N1N=CC(=C1)C=1N(N=CC1)C(F)F)F |o1:20,21|